3-amino-piperidine-2,6-dione hydrochloride salt Cl.NC1C(NC(CC1)=O)=O